trans-4-[4-[4-[(2,6-dioxo-3-piperidyl)amino]-2-fluoro-phenyl]-1-piperidyl]cyclohexanecarboxylic acid O=C1NC(CCC1NC1=CC(=C(C=C1)C1CCN(CC1)[C@@H]1CC[C@H](CC1)C(=O)O)F)=O